hexahydrospiro[cyclopropane-1,9'-pyrido[4',3':3,4]pyrazolo[1,5-a][1,4]diazepine]-2'(1'H)-carboxylate C1N(CCC2NN3C(C=NC4(CC3)CC4)=C21)C(=O)[O-]